C(N)(O[C@@H]1C(N(C2=C(OC1)C=CC(=C2)O)C)=O)=O (S)-(7-hydroxy-5-methyl-4-oxo-2,3,4,5-tetrahydrobenzo[b][1,4]oxazepin-3-yl) carbamate